2,5-dioxopyrrolidin-1-yl 3-(2-(2-methoxyethoxy)ethoxy)propanoate COCCOCCOCCC(=O)ON1C(CCC1=O)=O